2-[1-[1-[(3R)-2,6-dioxo-3-piperidyl]indol-4-yl]-4-hydroxy-4-piperidyl]acetic acid tert-butyl ester C(C)(C)(C)OC(CC1(CCN(CC1)C1=C2C=CN(C2=CC=C1)[C@H]1C(NC(CC1)=O)=O)O)=O